2-methyl-5-(4,4,5,5-Tetramethyl-1,3,2-dioxaborolane-2-yl)indazole CN1N=C2C=CC(=CC2=C1)B1OC(C(O1)(C)C)(C)C